tert-butyl ((1S,3S)-3-((5-(2-oxopyrrolidin-1-yl)pyridin-2-yl)amino)cyclopentyl)carbamate O=C1N(CCC1)C=1C=CC(=NC1)N[C@@H]1C[C@H](CC1)NC(OC(C)(C)C)=O